4-(5-cyano-2-methoxyphenyl)-N-(5-(4-fluorophenyl)thiazolo[5,4-b]pyridin-2-yl)-6-methylnicotinamide C(#N)C=1C=CC(=C(C1)C1=CC(=NC=C1C(=O)NC=1SC2=NC(=CC=C2N1)C1=CC=C(C=C1)F)C)OC